(R)-7-Oxa-2-aza-spiro[4.5]decane-2-carboxylic acid [6-fluoro-4-methoxy-7-(tetrahydro-pyran-4-yl)-thiazolo[4,5-c]pyridin-2-yl]-amide FC1=C(C2=C(C(=N1)OC)N=C(S2)NC(=O)N2C[C@@]1(CC2)COCCC1)C1CCOCC1